9-((4-(((S)-2-Hydroxy-1-phenylethyl)amino)-5-(1,3,4-oxadiazol-2-yl)pyrimidin-2-yl)amino)-1,10b-dihydropyrido[2,1-a]isoindol-6(4H)-one OC[C@H](C1=CC=CC=C1)NC1=NC(=NC=C1C=1OC=NN1)NC1=CC=C2C(N3C(C2=C1)CC=CC3)=O